C(C)(=O)NNC(C[C@H](CC(C)C)NC(OC(C)(C)C)=O)=O tert-butyl (S)-(1-(2-acetylhydrazineyl)-5-methyl-1-oxohexan-3-yl)carbamate